[S+]1=C(SCCC1)C=1C=CC2=C(OC3=C2C=CC(=C3F)CCC)C1F 3-(5,6-dihydro-4H-1,3-dithiin-1-ium-2-yl)-4,6-difluoro-7-propyl-dibenzofuran